BrC1=C(C=2C3=C(C=NC2C=C1)NC(C31CCC1)=O)F 8'-Bromo-9'-fluorospiro[cyclobutane-1,1'-pyrrolo[2,3-c]quinolin]-2'(3'H)-one